C(C)C=1C=2N(C=C(N1)C)N=C(C2)C=2N=C1N(C(C2)=O)C=C(C=C1)C=1CC(NC(C1)(C)C)(C)C 2-(4-ethyl-6-methylpyrazolo[1,5-a]pyrazin-2-yl)-7-(2,2,6,6-tetramethyl-1,2,3,6-tetrahydropyridin-4-yl)-4H-pyrido[1,2-a]pyrimidin-4-one